5-chloro-2-((2-methoxy-6-methyl-5,6,7,8-tetrahydro-1,6-naphthyridin-3-yl)amino)pyrimidine ClC=1C=NC(=NC1)NC=1C(=NC=2CCN(CC2C1)C)OC